(1R,5S)-1-(naphthalen-2-yl)-3-azabicyclo[3.1.0]Hexane hydrochloride Cl.C1=C(C=CC2=CC=CC=C12)[C@@]12CNC[C@H]2C1